FC1=C(C(=CC(=C1)OC)F)C=1C(N(N(C1)C)C1=CC=CC=C1)=O (2,6-difluoro-4-methoxyphenyl)-1-methyl-2-phenyl-1,2-dihydro-3H-pyrazol-3-one